FCC1(CC1)CN1C=NC2=C1C=C(S2)C(=O)[O-] 1-((1-(fluoromethyl)cyclopropyl)methyl)-1H-thieno[2,3-d]imidazole-5-carboxylate